[I-].C[C@@H]1COC[C@H](N1C[C@@H]1N(C[C@H](NC1)C)CC(=O)N1C2=C(OCC1)N=CC(=C2)CC2=CC=C(C=C2)F)C 2-((2R,5R)-2-(((3R,5R)-3,5-dimethylmorpholino)methyl)-5-methylpiperazin-1-yl)-1-(7-(4-fluorobenzyl)-2,3-dihydro-1H-pyrido[2,3-b][1,4]oxazin-1-yl)ethan-1-one iodide